NC1=NC=CC(=N1)C=1C2=C(C(=NC1)NCC=1C=C(C(=O)NC3=CC=C(C=N3)OC[C@]3(CN(CC3)C(=O)OC(C)(C)C)F)C=CC1)CCO2 tert-butyl (S)-3-(((6-(3-(((7-(2-aminopyrimidin-4-yl)-2,3-dihydrofuro[3,2-c]pyridin-4-yl)amino)methyl)benzamido)pyridin-3-yl)oxy)methyl)-3-fluoropyrrolidine-1-carboxylate